N1C=C(C=2C1=NC=CC2)C=2SC=C(N2)C=2C=C(C=CC2)[C@@]2(CCC=1C2=NC=CC1)O (R,S)-7-(3-(2-(1H-pyrrolo[2,3-b]pyridin-3-yl)thiazol-4-yl)phenyl)-6,7-dihydro-5H-cyclopenta[b]pyridin-7-ol